C(C=C)C1=NC=CC=N1 allyl-pyrimidine